1-((3s,4r)-4-(3,4-difluorophenyl)-1-(2-methoxyethyl)pyrrolidin-3-yl)-3-(4-methyl-3-(oxetan-3-ylmethoxy)-1-phenyl-1H-pyrazol-5-yl)urea FC=1C=C(C=CC1F)[C@H]1[C@@H](CN(C1)CCOC)NC(=O)NC1=C(C(=NN1C1=CC=CC=C1)OCC1COC1)C